1-(4-([4,4'-bipiperidin]-1-yl)phenyl)dihydropyrimidine-2,4(1H,3H)-dione N1(CCC(CC1)C1CCNCC1)C1=CC=C(C=C1)N1C(NC(CC1)=O)=O